FC=1C=CC=2N(C1)N=NC2CNC(C2=CC=C(C=C2)OC(F)(F)F)=O N-((6-fluoro[1,2,3]triazolo[1,5-a]pyridin-3-yl)methyl)-4-(trifluoromethoxy)benzamide